N-tertiary butyl-4-acetyl-piperidine C(C)(C)(C)N1CCC(CC1)C(C)=O